BrC1=CC(=CC=2OC3=C(C21)C=CC=C3)Cl 1-Bromo-3-chlorodibenzofuran